2-(trifluoromethyl)-6-((R)-3-(((2R,3R,4R,5s)-3,4,5-tris(benzyloxy)-2-methylpiperidin-1-yl)methyl)pyrrolidin-1-yl)pyridine FC(C1=NC(=CC=C1)N1C[C@H](CC1)CN1[C@@H]([C@H]([C@@H]([C@H](C1)OCC1=CC=CC=C1)OCC1=CC=CC=C1)OCC1=CC=CC=C1)C)(F)F